4-((2S,5R)-4-acryloyl-2,5-dimethylpiperazin-1-yl)-1-(2-cyclobutyl-6-(methylsulfonyl)benzeneyl)-6-fluoro-7-(2-fluoro-6-hydroxyphenyl)pyrido[2,3-d]pyrimidin-2(1H)-one C(C=C)(=O)N1C[C@@H](N(C[C@H]1C)C=1C2=C(N(C(N1)=O)C1=C(C=CC=C1S(=O)(=O)C)C1CCC1)N=C(C(=C2)F)C2=C(C=CC=C2O)F)C